OC1CN(C1)C(=O)O[C@@H]1CC[C@H](CC1)C(N(C[C@@H]1CC[C@H](CC1)C1=NC(=C(C=C1)OC)C)C1=CC(=CC=C1)C=1C=NN(C1)C1CC1)=O trans-4-((3-(1-Cyclopropyl-1H-pyrazol-4-yl)phenyl)((trans-4-(5-methoxy-6-methylpyridin-2-yl)cyclohexyl)methyl) carbamoyl)cyclohexyl 3-hydroxyazetidine-1-carboxylate